N-[(3R)-1-{5-[3-(2,6-difluorophenyl)-5-methylpyridin-2-yl]-4,5-dihydro-1,2-oxazol-3-yl}-4,4-difluoropyrrolidin-3-yl]methanesulfonamide FC1=C(C(=CC=C1)F)C=1C(=NC=C(C1)C)C1CC(=NO1)N1C[C@H](C(C1)(F)F)NS(=O)(=O)C